N[C@@H]1[C@@H](CC2=CC(=C(C=C12)F)Br)O (1S,2R)-1-amino-5-bromo-6-fluoro-2,3-dihydro-1H-inden-2-ol